Methyl 2-(3-((5-cyclopropyl-3-(2-(trifluoromethoxy) phenyl) isoxazol-4-yl) methoxy)-8-azabicyclo[3.2.1]octan-8-yl)-4-fluorobenzo[d]thiazole-6-carboxylate C1(CC1)C1=C(C(=NO1)C1=C(C=CC=C1)OC(F)(F)F)COC1CC2CCC(C1)N2C=2SC1=C(N2)C(=CC(=C1)C(=O)OC)F